[Ga].[Ti] Titanium-gallium